6-(2-Amino-5-(4-(3,6-dihydro-2H-pyran-4-yl)-2-(5-oxopyrrolidin-3-yl)phenyl)-6-fluoropyridin-3-yl)-7-fluoro-3,4-dihydroisoquinolin-1(2H)-one NC1=NC(=C(C=C1C=1C=C2CCNC(C2=CC1F)=O)C1=C(C=C(C=C1)C=1CCOCC1)C1CNC(C1)=O)F